FC(OCCCNC(C1=CC=CC=C1)=O)F N-(3-(difluoromethoxy)propyl)benzamide